C1(CC1)C=1C=C(C=CC1)[C@H](C)NC(=O)C1=CC=C2C(=C(N(C2=C1)C)C)CC=1C=C(OC(C(=O)O)(C)C)C=CC1 (S)-2-(3-((6-((1-(3-cyclopropylphenyl)ethyl)carbamoyl)-1,2-dimethyl-1H-indol-3-yl)methyl)phenoxy)-2-methylpropanoic acid